2-[(4-methoxy-1H-pyrazol-1-yl)methyl]-1-[(2r,4r)-2-methyltetrahydro-2H-pyran-4-yl]-1H-imidazo[4,5-c]quinoline-8-carbonitrile COC=1C=NN(C1)CC=1N(C2=C(C=NC=3C=CC(=CC23)C#N)N1)[C@H]1C[C@H](OCC1)C